ClC=1C(=C(C(=CC1)N1N=NN=C1)/C=C/C(=O)N1CC2=CC=CC=C2CC1)F (S)-2-((E)-3-(3-chloro-2-fluoro-6-(1H-tetrazol-1-yl)phenyl)acryloyl)-1,2,3,4-tetrahydroisoquinoline